(2R)-2-(6-{5-chloro-2-[(propan-2-yl)amino]pyrimidin-4-yl}-1-oxo-2,3-dihydro-1H-isoindol-2-yl)-N-[(1S)-2-hydroxy-1-(6-methylpyridin-2-yl)ethyl]propanamide ClC=1C(=NC(=NC1)NC(C)C)C1=CC=C2CN(C(C2=C1)=O)[C@@H](C(=O)N[C@H](CO)C1=NC(=CC=C1)C)C